4-{3-[3-Ethyl-2-fluoro-1-(toluene-4-sulfonyl)-1H-pyrrolo[2,3-b]pyridin-5-yl]phenyl}morpholin-3-one C(C)C1=C(N(C2=NC=C(C=C21)C=2C=C(C=CC2)N2C(COCC2)=O)S(=O)(=O)C2=CC=C(C)C=C2)F